C1(=CCCC1)C=1C=C(C(=C(C1)O)[C@H]1[C@@H](C[C@@H](C(=C1)C)O)C(=C)C)O (1'R,2'R,4'S)-4-(cyclopent-1-en-1-yl)-5'-methyl-2'-(prop-1-en-2-yl)-1',2',3',4'-tetrahydro-[1,1'-biphenyl]-2,4',6-triol